NC=1C=2N(C=CN1)C(=NC2C)[C@@H](C)C=2C(=C(C(=O)OCC)C(=C(C2)Cl)F)OC(C)C ethyl (S)-3-(1-(8-amino-1-methylimidazo[1,5-a]pyrazin-3-yl) ethyl)-5-chloro-6-fluoro-2-isopropoxybenzoate